C(C1=CC=CC=C1)OC1=CC=2N(C=C1Br)C=C(N2)C(C)(C)C 7-(benzyloxy)-6-bromo-2-(tert-butyl)imidazo[1,2-a]pyridine